[4-amino-2-(2-methylanilino)-1,3-thiazol-5-yl]{phenyl}methanone NC=1N=C(SC1C(=O)C1=CC=CC=C1)NC1=C(C=CC=C1)C